2-[2-[[(E)-3-[4-(pentafluoro-λ6-sulfanyl)phenyl]prop-2-enoyl]amino]acetyl]-3,4-dihydro-1H-isoquinoline FS(C1=CC=C(C=C1)/C=C/C(=O)NCC(=O)N1CC2=CC=CC=C2CC1)(F)(F)(F)F